4-[(3S)-3-amino-3-methylpyrrolidin-1-yl]-5-(3,5-difluorophenyl)-N-[(2,2-dimethylcyclopropyl)methyl]pyridine-3-carboxamide N[C@@]1(CN(CC1)C1=C(C=NC=C1C1=CC(=CC(=C1)F)F)C(=O)NCC1C(C1)(C)C)C